3-(4-(ethylsulfonamido)-3-(pyridin-3-ylmethoxy)phenyl)-5-((6-(trifluoro-methyl)pyridin-2-yl)amino)-1H-pyrazole-4-carboxamide C(C)S(=O)(=O)NC1=C(C=C(C=C1)C1=NNC(=C1C(=O)N)NC1=NC(=CC=C1)C(F)(F)F)OCC=1C=NC=CC1